Cl.CC1=CC(=NN1CCC)NC(=O)C1CNC1 N-(5-methyl-1-propyl-1H-pyrazol-3-yl)azetidine-3-carboxamide hydrochloride